1-allyl-6-(1-(3-fluoro-4-(trifluoromethyl)benzyl)-1H-1,2,3-triazol-4-yl)-3-hydroxyquinoline C(C=C)N1CC(=CC2=CC(=CC=C12)C=1N=NN(C1)CC1=CC(=C(C=C1)C(F)(F)F)F)O